FC1=C(C=O)C(=CC=C1)F 2,6-difluoro-benzaldehyde